Bis(triethoxysilylpropyl) tetrasulphide C(C)O[Si](OCC)(OCC)CCCSSSSCCC[Si](OCC)(OCC)OCC